C(C(C)=C)OCC(C(=O)OCC(C)(C)C)=C neopentyl α-methallyloxymethylacrylate